[Fe].CCCCC.CCCCC dipentane iron